C(C)(C)(C)C1N(C[C@H]2[C@@H]1C[C@](C2)(C)O)C(=O)O.C(CCC)OC(=O)NC(=N)NC(=O)OCCCC 1,3-bis(butoxycarbonyl)guanidine (3aR,5r,6aS)-tert-butyl-5-hydroxy-5-methylhexahydrocyclopenta[c]pyrrole-2(1H)-carboxylate